4-(4-Chloroimidazol-1-yl)-3-methoxy-phenylamine ClC=1N=CN(C1)C1=C(C=C(C=C1)N)OC